(R)-3-(1-acetyl-4-hydroxypiperidin-4-yl)-8-(Benzyloxy)-5-((1-(3-(difluoromethyl)-2-fluorophenyl)ethyl)amino)-1,7-dimethyl-1,6-naphthyridine C(C)(=O)N1CCC(CC1)(O)C=1CN(C2=C(C(=NC(=C2C1)N[C@H](C)C1=C(C(=CC=C1)C(F)F)F)C)OCC1=CC=CC=C1)C